3-Ethyl-3-hydroxycyclobutyl (8-amino-7-fluoro-6-(8-methyl-2,3-dihydro-1H-pyrido[2,3-b][1,4]oxazin-7-yl)isoquinolin-3-yl)carbamate NC=1C(=C(C=C2C=C(N=CC12)NC(OC1CC(C1)(O)CC)=O)C1=C(C2=C(OCCN2)N=C1)C)F